COC1=CC=C(C=C1)[C@H](C)CCCCCC (R)-1-methoxy-4-(octane-2-yl)benzene